1-(2-(difluoromethoxy)-5-fluoropyridin-4-yl)-3-(2-hydroxypropan-2-yl)-N-(3-methyl-1,1-dioxidothietan-3-yl)-1H-pyrazolo[3,4-b]pyridine-5-carboxamide FC(OC1=NC=C(C(=C1)N1N=C(C=2C1=NC=C(C2)C(=O)NC2(CS(C2)(=O)=O)C)C(C)(C)O)F)F